CC=1C(=C(C=CC1)[SiH2]OP(=O)(O[SiH2]C1=C(C(=CC=C1)C)C)O[SiH2]C1=C(C(=CC=C1)C)C)C.OC1=C2C(C=3C=CC=C(C3C(C2=C(C=C1)O)=O)CCCS(=O)(=O)O)=O 5,8-dihydroxyanthraquinonepropanesulfonic acid tris[(dimethylphenyl)silyl]phosphate